Cl\C(\C[C@H](CC(C)C)NC(OC(C)(C)C)=O)=N/O tert-butyl (S,Z)-(1-chloro-1-(hydroxyimino)-5-methylhexan-3-yl)carbamate